ClC1=CC=C(C=C1)NC(CSC1=CC=C(C=C1)N1C(=NC2=C(C(=CC=C2C1=O)C)C)C)=O N-(4-chlorophenyl)-2-((4-(2,7,8-trimethyl-4-oxoquinazolin-3(4H)-yl)phenyl)thio)acetamide